methyl 7-chloro-6-fluoro-4-(p-tolylmethyl)-2,3-dihydro-1,4-benzoxazine-5-carboxylate ClC=1C=C2C(N(CCO2)CC2=CC=C(C=C2)C)=C(C1F)C(=O)OC